1-(3,5-diethoxyphenyl)ethan-1-one C(C)OC=1C=C(C=C(C1)OCC)C(C)=O